6-bromo-1-methyl-2-oxo-indoline-5-carboxylic acid BrC1=C(C=C2CC(N(C2=C1)C)=O)C(=O)O